C(=O)O.CN(CCC1=CN(C2=CC=CC=C12)C(=O)OCCOC)C 2-Methoxyethyl 3-(2-(dimethylamino)ethyl)-1H-indole-1-carboxylate formate